COC=1C=C2CCN(CC2=CC1OC)CCC1=CC=C(C=C1)N1N=C(N=N1)C1=C(C=CC(=C1)OC1=CC=NC=C1)[N+](=O)[O-] 6,7-Dimethoxy-2-(4-(5-(2-nitro-5-(pyridin-4-yloxy)phenyl)-2H-tetrazol-2-yl)phenethyl)-1,2,3,4-tetrahydroisoquinoline